1-(2-chloropyrimidin-4-yl)-N-(cyanomethyl)-1H-pyrazole-4-carboxamide ClC1=NC=CC(=N1)N1N=CC(=C1)C(=O)NCC#N